FC(OC[C@@H]1CN(C[C@H](N1)C)C=1C=2N(C=C(C1)S(=O)(=O)NC1(COC1)C)C(=NC2)C=2SC(=NN2)C(F)F)F |o1:4,8| rel-8-((3S,5R)-3-((difluoromethoxy)methyl)-5-methylpiperazin-1-yl)-3-(5-(difluoromethyl)-1,3,4-thiadiazol-2-yl)-N-(3-methyloxetan-3-yl)imidazo[1,5-a]pyridine-6-sulfonamide